1-(2-(3-Aminopropyl)-4-fluorophenyl)-3-(2-bromo-6-methoxypyridin-3-yl)-7-(trifluoromethyl)-2,3-dihydroquinazolin-4(1H)-one, hydrochloride salt Cl.NCCCC1=C(C=CC(=C1)F)N1CN(C(C2=CC=C(C=C12)C(F)(F)F)=O)C=1C(=NC(=CC1)OC)Br